(S)-2-(2-((5-(3-(1-amino-2-hydroxyethyl)phenyl)-2-methylbenzofuran-3-yl)methoxy)-4-methoxyphenyl)acetic acid N[C@H](CO)C=1C=C(C=CC1)C=1C=CC2=C(C(=C(O2)C)COC2=C(C=CC(=C2)OC)CC(=O)O)C1